1-methyl-3-(2-methylpropyl)-N-[(1s,4s)-4-{[6-chloro-2-(trifluoromethyl)quinolin-4-yl]amino}cyclohexyl]-1H-pyrazole-5-carboxamide CN1N=C(C=C1C(=O)NC1CCC(CC1)NC1=CC(=NC2=CC=C(C=C12)Cl)C(F)(F)F)CC(C)C